((R)-(2-chloro-3-fluorophenyl)(oxetan-3-yl)methyl)-N-((R,E)-4-(methylsulfonyl)but-3-en-2-yl)-3H-imidazo[4,5-c]pyridine-6-carboxamide ClC1=C(C=CC=C1F)[C@@H](C1COC1)C1=NC2=C(C=NC(=C2)C(=O)N[C@H](C)\C=C\S(=O)(=O)C)N1